zirconium tri-n-butoxide mono(ethylacetoacetate) C(C)CC(CC(=O)[O-])=O.[O-]CCCC.[O-]CCCC.[O-]CCCC.[Zr+4]